C(CC)OC(=O)C1=CC=C(O)C=C1 Propyl-Paraben